tert-butyl 2-(4-(5-cyanopyridin-2-yl)piperazin-1-yl)acetate C(#N)C=1C=CC(=NC1)N1CCN(CC1)CC(=O)OC(C)(C)C